tert-butyl 5'-fluoro-2'-oxo-2',3'-dihydro-1'H-spiro[piperidine-3,4'-quinoline]-1-carboxylate FC1=C2C3(CC(NC2=CC=C1)=O)CN(CCC3)C(=O)OC(C)(C)C